(1S,2S)-N-(7-fluoro-6-(1-((3S,4S)-4-hydroxy-3-methyltetrahydrofuran-3-yl)piperidin-4-yl)isoquinolin-3-yl)-2-(pyridin-2-yl)cyclopropane-1-carboxamide FC1=C(C=C2C=C(N=CC2=C1)NC(=O)[C@@H]1[C@H](C1)C1=NC=CC=C1)C1CCN(CC1)[C@]1(COC[C@H]1O)C